FC(C1=CC2=C(SC(=C2)C(=O)O)C=C1)P(=O)(OC1=CC=CC=C1)N[C@H](C(OCCC)=O)COC 5-(fluoro((((S)-3-methoxy-1-oxo-1-propoxypropan-2-yl)amino)(phenoxy)phosphoryl)methyl)benzo[b]thiophene-2-carboxylic acid